N,N,N',N'-tetraisopropyl-1-(4,4-bis-(propyloxy)butyloxy)phosphanediamine C(C)(C)N(P(N(C(C)C)C(C)C)OCCCC(OCCC)OCCC)C(C)C